FC=1C=C(CN2N=C(N=C2)C(=O)N[C@@H]2C(N(C=3N(CC2)N=C(C3)[C@@H]3C(C3)(F)F)C)=O)C=CC1F 1-(3,4-Difluorobenzyl)-N-((S)-2-((R)-2,2-difluorocyclopropyl)-4-methyl-5-oxo-5,6,7,8-tetrahydro-4H-pyrazolo[1,5-a][1,3]diazepin-6-yl)-1H-1,2,4-triazol-3-carboxamid